3-(3-phenylacryloyl)-2H-chromen-2-one C1(=CC=CC=C1)C=CC(=O)C=1C(OC2=CC=CC=C2C1)=O